C[SiH2]C1=CC=CC=C1 Methyl-(phenyl)silane